FC=1C(=CC(=C(C1)N1CC(CC1)N(C)C)[N+](=O)[O-])C=1C=NC(=NC1)N1CCOCC1 1-(5-fluoro-4-(2-morpholinopyrimidin-5-yl)-2-nitrophenyl)-N,N-dimethylpyrrolidin-3-amine